C(C=C)(=O)N1CCC(CC1)C1=NC(=CC2=C1C=CN2)C2=CC=C(C=C2)OC2=CC=CC=C2 4-(1-acryloylpiperidin-4-yl)-6-(4-phenoxyphenyl)-1H-pyrrolo[3,2-c]pyridine